C(C)N1C=2C3=CN=C(C(O[C@@H](C4=CC(=CC=C4C=4N=CC(=CC4CC2N=N1)F)F)C)=C3)N (20R)-3-ethyl-10,17-difluoro-20-methyl-21-oxa-3,4,5,12,24-pentaazapentacyclo[20.3.1.02,6.08,13.014,19]hexacosa-1(25),2(6),4,8(13),9,11,14,16,18,22(26),23-undecaen-23-amine